C1(CC1)N(C(=O)C=1C(=NN(C1F)C)C(F)F)CC1=C(C=CC(=C1)C)C(F)(F)F N-cyclopropyl-3-(difluoromethyl)-5-fluoro-1-methyl-N-[5-methyl-2-(tri-fluoromethyl)benzyl]-1H-pyrazole-4-carboxamide